(19S)-10-(Aminomethyl)-19-ethyl-19-hydroxy-7-methoxy-17-oxa-3,13-diazapentacyclo[11.8.0.02,11.04,9.015,20]henicosa-1(21),2,4,6,8,10,15(20)-heptaene-14,18-dione NCC=1C2=CC(=CC=C2N=C2C3=CC=4[C@@](C(OCC4C(N3CC12)=O)=O)(O)CC)OC